succinic acid mono(1-methylbutyl) ester CC(CCC)OC(CCC(=O)O)=O